1λ3,13λ3-tridecane [CH2]CCCCCCCCCCC[CH2]